(R)-(1-(4-fluorophenyl)-6-((1-methyl-1H-1,2,3-triazol-4-yl)sulfonyl)-4,4a,5,6,7,8-hexahydro-1H-pyrazolo[3,4-g]isoquinolin-4a-yl)(thiazol-4-yl)methanone FC1=CC=C(C=C1)N1N=CC2=C1C=C1CCN(C[C@]1(C2)C(=O)C=2N=CSC2)S(=O)(=O)C=2N=NN(C2)C